6-(naphthalen-2-yl)-4-oxo-3-(trifluoromethyl)-4,5-dihydro-pyrazolo[1,5-a]pyrazine-2-carboxamide C1=C(C=CC2=CC=CC=C12)C=1NC(C=2N(C1)N=C(C2C(F)(F)F)C(=O)N)=O